(6-isopropyl-4,5,6,7-tetrahydro-1H-pyrazolo[3,4-c]pyridin-3-yl)(4-(2-(trifluoromethyl)phenyl)piperidin-1-yl)methanone C(C)(C)N1CC2=C(CC1)C(=NN2)C(=O)N2CCC(CC2)C2=C(C=CC=C2)C(F)(F)F